CC12CCC(CC1)(CC2)C2=CC=C(C=C2)NC(=O)N2CC1=CC=C(C=C1C2)F METHYL-4-(4-(5-FLUOROISOINDOLINE-2-CARBOXAMIDO)PHENYL)BICYCLO[2.2.2]OCTANE